COC(=O)C1CCN(CC1)C(=O)C1CN(C(C1)=O)C1=CC(=C(C=C1)C)C 1-(1-(3,4-dimethylphenyl)-5-oxopyrrolidine-3-carbonyl)piperidine-4-carboxylic acid methyl ester